2,2-bis(3-isopropyl-4-hydroxyphenyl)propane C(C)(C)C=1C=C(C=CC1O)C(C)(C)C1=CC(=C(C=C1)O)C(C)C